FC(C1CCC(CC1)OC=1C(=NC=CN1)N1CCN(CC1)C(C=C)=O)(F)F 1-(4-(3-((4-(trifluoromethyl)cyclohexyl)oxy)pyrazin-2-yl)piperazin-1-yl)prop-2-en-1-one